C(C)(C)(C)P(C1=CC=C(N(C)C)C=C1)C(C)(C)C 4-di-tert-butylphosphanyl-N,N-dimethylaniline